C(C1=CC=CC=C1)OC[C@H]([C@@H]([C@@H](C(=O)OC)O)O)N=C(C1=CC=CC=C1)C1=CC=CC=C1 methyl (2S,3S,4R)-5-(benzyloxy)-4-((diphenylmethylene)amino)-2,3-dihydroxypentanoate